2-(isobutylthio)ethanol C(C(C)C)SCCO